NC=1C=C(C(=O)N2C(CC2)C(=O)NC=2SC=C(N2)C2=CC(=CC=C2)C2=CC=NC=C2)C=CC1 1-(3-Aminobenzoyl)-N-(4-(3-(pyridin-4-yl)phenyl)thiazol-2-yl)azetidine-2-carboxamide